BrC=1C(=C2CCC[C@@]3(C2=CC1)N=C1N(C=C(C=C1Cl)C(F)(F)F)C3)F (S)-6'-bromo-8-chloro-5'-fluoro-6-(trifluoromethyl)-3',4'-dihydro-2'H,3H-spiro[imidazo[1,2-a]pyridine-2,1'-naphthalene]